(3-((S)-2-((tert-butoxycarbonyl)amino)-3-((S)-3-(methoxycarbonyl)tetrahydropyridazin-1(2H)-yl)-3-oxopropyl)-5-((triisopropylsilyl)oxy)phenyl)boronic acid C(C)(C)(C)OC(=O)N[C@@H](CC=1C=C(C=C(C1)O[Si](C(C)C)(C(C)C)C(C)C)B(O)O)C(=O)N1N[C@@H](CCC1)C(=O)OC